FC(OC1=C(C(=CC=C1)F)C=1C=C2C(=NN(C2=CC1[N+]#[C-])COCC[Si](C)(C)C)C1=CC(=C2CCN(CC2=C1)C([2H])([2H])[2H])C)F 7-(5-(2-(difluoromethoxy)-6-fluorophenyl)-6-isocyano-1-((2-(trimethylsilyl)ethoxy)methyl)-1H-indazol-3-yl)-5-methyl-2-(methyl-d3)-1,2,3,4-tetrahydroisoquinoline